N-(2-methylamino-4-(4-(2-methoxyethyl)-1,4-diazepan-1-ylsulfonyl)phenyl)-quinoline-7-carboxamide CNC1=C(C=CC(=C1)S(=O)(=O)N1CCN(CCC1)CCOC)NC(=O)C1=CC=C2C=CC=NC2=C1